ClC=1C(=NC=CC1C1=NC(=C(C=C1)CNC[C@H]1CCC(N1)=O)OC)C1=C(C(=CC=C1)NC1=NC=CC(=C1OC)CNCCO)Cl (R)-5-((((3'-chloro-2'-(2-chloro-3-((4-(((2-hydroxyethyl)amino)methyl)-3-methoxypyridin-2-yl)amino)phenyl)-6-methoxy-[2,4'-bipyridin]-5-yl)methyl)amino)methyl)pyrrolidin-2-one